Cl.Cl.N1CCCC12CNCC2 1,7-diazaspiro[4.4]nonane dihydrochloride